arsenic sulfur [S].[As]